CNCCCC=1SC=CC1 N-methyl-3-(2-thienyl)propan-1-amine